C(C)N1N=C(C=C1C1C2CC(CC12)O)C=1C=NC=C(C1)C(F)(F)F 6-(1-Ethyl-3-(5-(trifluoromethyl)pyridin-3-yl)-1H-pyrazol-5-yl)bicyclo[3.1.0]hexan-3-ol